3,3'-methylenebis[5-methyloxazolidine] C(N1COC(C1)C)N1COC(C1)C